(R)-8-methyl-3-(6-methyl-5-((2-(1-methyl-1H-pyrazol-4-yl)pyridin-4-yl)oxy)pyridin-2-yl)-6,7,8,9-tetrahydro-4H-pyrimido[1,2-a]pyrimidin-4-one C[C@H]1NC=2N(C(C(=CN2)C2=NC(=C(C=C2)OC2=CC(=NC=C2)C=2C=NN(C2)C)C)=O)CC1